tert-butyl 3-((4-(2,6-bis(benzyloxy)pyridin-3-yl)-3,5-difluorophenyl)amino)azetidine-1-carboxylate C(C1=CC=CC=C1)OC1=NC(=CC=C1C1=C(C=C(C=C1F)NC1CN(C1)C(=O)OC(C)(C)C)F)OCC1=CC=CC=C1